C(OCC)(O)=O.C=CC propylene (ethyl) carbonate